1-Ethyl-1,4-dihydro-2,4-dioxo-7-phenyl-N-(2-thienylmethyl)pyrimido[4,5-d]pyrimidine-3(2H)-acetamide C(C)N1C(N(C(C=2C1=NC(=NC2)C2=CC=CC=C2)=O)CC(=O)NCC=2SC=CC2)=O